3-(difluoromethyl)-5-(methylsulfanyl)benzonitrile FC(C=1C=C(C#N)C=C(C1)SC)F